6-(benzyloxy)-5-chloro-9-(3-chlorophenyl)pyrazolo[5,1-a]isoquinoline-1-carboxylate C(C1=CC=CC=C1)OC1=C(N2C(C3=CC(=CC=C13)C1=CC(=CC=C1)Cl)=C(C=N2)C(=O)[O-])Cl